5-bromo-6-methoxy-3,8-dimethylquinolin-2(1H)-one BrC1=C2C=C(C(NC2=C(C=C1OC)C)=O)C